heliotropene [HeH]C1=C2CC[C@@H](CC1)N2C